C[C@@H]1O[C@@H](CN(C1)C=1C=CC=2N(N1)C(=CN2)C=2C=CC=1N(C2)C(=CN1)C#N)C 6-(6-((2S,6R)-2,6-dimethylmorpholino)imidazo[1,2-b]pyridazin-3-yl)imidazo[1,2-a]pyridine-3-carbonitrile